1-(Cyclopropylmethyl)-3-(4-fluorophenyl)-2,4-dioxo-1,2,3,4-tetrahydropyrimidine-5-carboxylic acid C1(CC1)CN1C(N(C(C(=C1)C(=O)O)=O)C1=CC=C(C=C1)F)=O